C(C1=CC=CC=C1)(C1=CC=CC=C1)C1NCCCC1 2-benzhydryl-piperidine